4-(2-bromoethoxy)phenyl-3-(2-furyl)-2-propen-1-one BrCCOC1=CC=C(C=C1)C(C=CC=1OC=CC1)=O